[Si](C1=CC=CC=C1)(C1=CC=CC=C1)(C(C)(C)C)OCC(CN1[C@@H](C=2NC3=CC=CC=C3C2C[C@H]1C)C1=CN=C(S1)C[C@H]1CN(CC1)CCC)(F)F 5-((1S,3R)-2-(3-((tert-Butyldiphenylsilyl)oxy)-2,2-difluoropropyl)-3-methyl-2,3,4,9-tetrahydro-1H-pyrido[3,4-b]indol-1-yl)-2-(((S)-1-propylpyrrolidin-3-yl)methyl)thiazole